CC1=NC=2N(N1)N=C(C2)C 2,6-dimethylpyrazolo[1,5-b]-1,2,4-triazole